8-amino-6-phenyl-5-oxo-2,3-dihydro-5H,6H-pyrano[2,3-d][1,3]thiazolo[3,2-a]pyrimidine-7-carbonitrile NC1=C(C(C2=C(N=C3N(C2=O)CCS3)O1)C1=CC=CC=C1)C#N